8'-phenoxy-7',8'-dihydro-6'H-spiro[[1,3]dioxolane-2,5'-quinoline] O(C1=CC=CC=C1)C1CCC2(C=3C=CC=NC13)OCCO2